N-(3-(fluoromethyl)oxetan-3-yl)-4-(4-isobutyrylpiperazin-1-yl)-1-(5-methyl-1,3,4-thiadiazol-2-yl)-1H-indazole-6-sulphonamide FCC1(COC1)NS(=O)(=O)C1=CC(=C2C=NN(C2=C1)C=1SC(=NN1)C)N1CCN(CC1)C(C(C)C)=O